C(#N)C=1C=NN2C1C(=CC(=C2)OCC(C)(C)O)C=2C=CC(=NC2)N2C[C@@H]1C([C@@H]1C2)NC([C@@H](C2=CC=CC=C2)O)=O (R)-N-((1R,5S,6s)-3-(5-(3-cyano-6-(2-hydroxy-2-methylpropoxy)pyrazolo[1,5-a]pyridin-4-yl)pyridin-2-yl)-3-azabicyclo[3.1.0]hexan-6-yl)-2-hydroxy-2-phenylacetamide